FC1=C(C(=O)N([C@H]2CN(CCC2)C(=O)OC(C)(C)C)C2=NC=CC3=C2C(=CS3)C)C=CC(=C1)N1N=NC=3C1=NC=CC3 tert-butyl (3R)-3-[[2-fluoro-4-(triazolo[4,5-b]pyridin-3-yl)benzoyl]-(3-methylthieno[3,2-c]pyridin-4-yl)amino]piperidine-1-carboxylate